C1N(CCC2=CC=CC=C12)C[C@H](CN1CCOC2=C(C1=O)C=CC(=C2)OCC2OCCCC2)O 4-[(2R)-3-(3,4-dihydro-1H-isoquinolin-2-yl)-2-hydroxy-propyl]-8-(tetrahydropyran-2-ylmethoxy)-2,3-dihydro-1,4-benzoxazepin-5-one